(2,6-difluorophenoxy)3-[[(2S)-3-methyl-2-(quinoline-2-carbonylamino)butanoyl]amino]4-oxopentanoic acid FC1=C(OC(C(=O)O)C(C(C)=O)NC([C@H](C(C)C)NC(=O)C2=NC3=CC=CC=C3C=C2)=O)C(=CC=C1)F